azelaic acid potassium bisglycinate NCC(=O)[O-].NCC(=O)[O-].[K+].C(CCCCCCCC(=O)O)(=O)O.[K+]